BrC=1C=C2C(=NC1)N(C(N2)=O)CC2=CC=C(C=C2)OC 6-bromo-3-(4-methoxybenzyl)-1,3-dihydro-2H-imidazo[4,5-b]pyridin-2-one